3-[1,4']Bipiperidinyl-1'-yl-5,5-dimethyl-11-oxo-6,11-dihydro-5H-pyrido[4,3-b]carbazole-8-carbonitrile N1(CCCCC1)C1CCN(CC1)C1=CC=2C(C=3NC=4C=C(C=CC4C3C(C2C=N1)=O)C#N)(C)C